thiochromone O1C=CC(C2=CC=CC=C12)=S